COC1=C(CN(C(O)=O)C2(CCCCC2)C2=NC(=NC=C2)C#N)C=CC=C1.ClC=1C(=C(C=C(C1CC1=C(C(=C(C=C1)O)C(C)C)F)Cl)NCC(=O)N)F 2-((3,5-dichloro-2-fluoro-4-(2-fluoro-4-hydroxy-3-isopropylbenzyl)phenyl)amino)acetamide 2-methoxybenzyl-(1-(2-cyanopyrimidin-4-yl)cyclohexyl)carbamate